(R)-1-(3-bromo-2-methylphenyl)-3-(2-(3-hydroxypyrrolidin-1-yl)ethyl)urea BrC=1C(=C(C=CC1)NC(=O)NCCN1C[C@@H](CC1)O)C